C(C1CC(=O)NC(=O)N1)(=O)O.C(C1CC(=O)NC(=O)N1)(=O)O dihydroorotic acid (dihydroorotate)